N[C@@H](CCSC)C(=O)N[C@@H]([C@@H](C)CC)C(=O)O Methionyl-Isoleucine